tert-Butoxycarbonyl-N-[4-(5-fluoro-2-thienyl)-2-nitro-phenyl]carbamic acid tert-butyl ester C(C)(C)(C)OC(N(C1=C(C=C(C=C1)C=1SC(=CC1)F)[N+](=O)[O-])C(=O)OC(C)(C)C)=O